BrC=1C=C(C=CC1)C1(CCC1)C(C1=NN=CN1C)(F)F 3-((1-(3-bromophenyl)-cyclobutyl)difluoromethyl)-4-methyl-4H-1,2,4-triazole